N1C(=NC2=C1C=CC=C2)CNC2=NC(=NC=1N2N=CC1C(C)C)N1CC2(COC2)C1 N-[(1H-benzimidazol-2-yl)methyl]-2-(2-oxa-6-azaspiro[3.3]heptan-6-yl)-8-(propan-2-yl)pyrazolo[1,5-a][1,3,5]triazin-4-amine